C(=O)(OCC1C2=CC=CC=C2C2=CC=CC=C12)N[C@@H](CC1=CC=C(C=C1)OCC1=CC=CC=C1)C(=O)O N-Fmoc-O-benzyl-tyrosine